5-(4-isobutoxybenzyl)-7-(1-isobutylpiperidin-4-yl)-5,7-diazaspiro[2.5]octan-6-one C(C(C)C)OC1=CC=C(CN2CC3(CC3)CN(C2=O)C2CCN(CC2)CC(C)C)C=C1